ClC=1C=C(C=CC1Cl)C=1N=C(SC1S(=O)(=O)C(C)C)N1N=C(C(=C1C(=O)O)CC1=C(C=CC=C1)[N+](=O)[O-])C 1-(4-(3,4-dichlorophenyl)-5-(isopropylsulfonyl)thiazol-2-yl)-3-methyl-4-(2-nitrobenzyl)-1H-pyrazole-5-carboxylic acid